(2-(1H-pyrazol-1-yl)ethyl)-4-methoxy-7-(1-methyl-6-oxo-1,6-dihydropyridin-3-yl)-N-(3-(methylamino)-3-oxopropyl)benzo[b]thiophene-2-carboxamide N1(N=CC=C1)CCC=1C2=C(SC1C(=O)NCCC(=O)NC)C(=CC=C2OC)C2=CN(C(C=C2)=O)C